N[C@H]1C(C[C@H](CC1)C1=NC=CC(=N1)NC=1N=CC2=C(C=CC(=C2C1)C(C)C)N1[C@@H]([C@H](C1)CS(=O)(=O)C)C)(F)F N-(2-((1S,4R)-4-amino-3,3-difluorocyclohexyl)pyrimidin-4-yl)-5-isopropyl-8-((2R,3S)-2-methyl-3-((methanesulfonyl)methyl)azetidin-1-yl)isoquinolin-3-amine